α-chloro-β-E-methoxyacrylate Cl\C(\C(=O)[O-])=C\OC